(R)-1-(2-chloropyridin-3-yl)ethyl (4-(5-((S)-2-hydroxypropanamido)pyridin-2-yl)-1-methyl-1H-1,2,3-triazol-5-yl)carbamate O[C@H](C(=O)NC=1C=CC(=NC1)C=1N=NN(C1NC(O[C@H](C)C=1C(=NC=CC1)Cl)=O)C)C